2-(6-(6-Chloropyridin-2-yl)-2,3-dihydro-1H-imidazo[1,2-a]imidazol-5-yl)thieno[3,2-c]pyridine HCl Cl.ClC1=CC=CC(=N1)C=1N=C2N(CCN2)C1C1=CC=2C=NC=CC2S1